[Li+].S(=O)(C1=CC=C(C=C1)N)(=O)[O-] (sulfanilate) lithium salt